BrC1=CC=C(C(=O)N(C)C(C)C2=CN(C(C3=CC(=C(C=C23)F)F)=O)C)C=C1 4-Bromo-N-(1-(6,7-difluoro-2-methyl-1-oxo-1,2-dihydroisoquinolin-4-yl)ethyl)-N-methylbenzamide